BrC1=COC=2C1=NC=C(C2)Cl 3-bromo-6-chlorofuro[3,2-b]pyridine